C(=CC=CCCCCCCCCCCCCCC)O 12Z-octadecadien-1-ol